ClC=1C(=NC=CC1OB(O)O)OC (3-chloro-2-methoxypyridin-4-yl)boric acid